ClC1=C(C=CC=C1C1=C(C(=NC=C1)C1=CC(=C(C=C1)C=O)OC)Cl)C1=CC=C2C(=N1)N(C=C2C=O)C 6-[2-chloro-3-[3-chloro-2-(4-formyl-3-methoxy-phenyl)-4-pyridyl]phenyl]-1-methyl-pyrrolo[2,3-b]pyridine-3-carbaldehyde